CC1=CC=CC=2C3=CC=CC=C3C(C12)=O methyl-9-oxo-9H-fluorene